C(OCC)(OC(C(F)(F)F)C(F)(F)F)=O ethyl (hexafluoroisopropyl) carbonate